6-(1-(1-(azetidine-3-carbonyl)piperidin-4-yl)-1H-pyrazol-4-yl)-4-isopropoxypyrazolo[1,5-a]pyridine-3-carbonitrile N1CC(C1)C(=O)N1CCC(CC1)N1N=CC(=C1)C=1C=C(C=2N(C1)N=CC2C#N)OC(C)C